4-(3-isopropyl-2-(8-methyl-[1,2,4]triazolo[1,5-a]pyridin-6-yl)-1H-indol-5-yl)-N-methylcyclohexylamine C(C)(C)C1=C(NC2=CC=C(C=C12)C1CCC(CC1)NC)C=1C=C(C=2N(C1)N=CN2)C